6-((6-chloro-2-cyano-7-fluoro-1-(1-methyl-1H-pyrazol-4-yl)-1H-indol-3-yl)thio)picolinic acid ClC1=CC=C2C(=C(N(C2=C1F)C=1C=NN(C1)C)C#N)SC1=CC=CC(=N1)C(=O)O